C(C)(C)(C)C1=CC=C(OCCOC2=C(C=C(C=C3C(N=C4N(C3=N)N=C(S4)CCC)=O)C=C2)OC)C=C1 6-(4-(2-(4-(tert-butyl)phenoxy)ethoxy)-3-methoxybenzylidene)-5-imino-2-propyl-5H-[1,3,4]thiadiazolo[3,2-a]pyrimidin-7(6H)-one